FC(C(=O)N1CC(CCC1)C=1C=C(C=CC1)NCC1=CC=C(C=C1)NC1=NC=C(C(=N1)NC1=C(C(=O)NC)C=CC=C1)C(F)(F)F)=C 2-((2-((4-(((3-(1-(2-fluoroacryloyl)piperidin-3-yl)phenyl)amino)methyl)phenyl)amino)-5-(trifluoromethyl)pyrimidin-4-yl)amino)-N-methylbenzamide